4-bromo-2-nitro-5-[4-(oxetan-3-yl)piperazin-1-yl]aniline BrC1=CC(=C(N)C=C1N1CCN(CC1)C1COC1)[N+](=O)[O-]